COCC(COC)C=1OC=CC1 2-(1,3-dimethoxypropan-2-yl)furan